3-[[[(3-amino-1,1-dimethylpropoxy)carbonyl]oxy]methyl]-2-methyl-1-[(2,3,4,9-tetrahydro-9-methyl-4-oxo-1H-carbazol-3-yl)methyl]-1H-imidazolium chloride hydrochloride Cl.[Cl-].NCCC(OC(=O)OC[N+]1=C(N(C=C1)CC1CCC=2N(C3=CC=CC=C3C2C1=O)C)C)(C)C